2-bromoDichloro(1,1'-bis(Diphenylphosphino)ferrocene) palladium [Pd].BrC=1[C-](C=C(C1Cl)Cl)P(C1=CC=CC=C1)C1=CC=CC=C1.[C-]1(C=CC=C1)P(C1=CC=CC=C1)C1=CC=CC=C1.[Fe+2]